C1(CC1)C=1C(=C2C(C(N(C2=C(C1)F)CC(=O)NC[C@H]([C@@H](C(=O)OC)C)C)=O)(C)C)F methyl (2s,3s)-4-(2-(5-cyclopropyl-4,7-difluoro-3,3-dimethyl-2-oxoindol-1-yl) acetamido)-2,3-dimethylbutyrate